[(1S,2S)-1-ethyl-2-hydroxypropyl]-2,4-dihydro-3H-1,2,4-triazol-3-one C(C)[C@@H]([C@H](C)O)N1N=CNC1=O